ClC1=C(C=CC=C1Cl)N1CCN(CC1)CCCCOC1=CC=C2CCC(NC2=C1)=O 7-{4-[4-(2,3-dichlorophenyl)piperazin-1-yl]butoxy}-3,4-dihydroquinolin-2(1H)-one